(S)-1-((2S,4R,5R)-5-(2-acetamido-8-oxo-7-(prop-2-yn-1-yl)-7,8-dihydro-9H-purin-9-yl)-4-acetoxytetrahydrofuran-2-yl)-2,2,2-trifluoroethyl acetate C(C)(=O)O[C@H](C(F)(F)F)[C@H]1O[C@H]([C@@H](C1)OC(C)=O)N1C2=NC(=NC=C2N(C1=O)CC#C)NC(C)=O